(R)-N-(4-(6-(2-methylpiperidin-1-yl)-6-oxohexyl)-1-phenyl-1H-imidazol-2-yl)-3-(1H-pyrazol-4-yl)benzamide C[C@H]1N(CCCC1)C(CCCCCC=1N=C(N(C1)C1=CC=CC=C1)NC(C1=CC(=CC=C1)C=1C=NNC1)=O)=O